FC=1C=C(COC[C@@H](COCCCCCCCCCCCCCCCCCC)O)C=C(C1)S(=O)(=O)C (R)-1-((3-fluoro-5-(methylsulfonyl)benzyl)oxy)-3-(octadecyloxy)propan-2-ol